C(C)(=O)N1CC2(C1)N(C(CN(C2=O)C2=C(C=C(C#N)C=C2)F)=O)CC2=CC=C(C=C2)Cl 4-(2-acetyl-5-(4-chlorobenzyl)-6,9-dioxo-2,5,8-triazaspiro[3.5]nonan-8-yl)-3-fluorobenzonitrile